4-(4-chlorophenoxy)-3-fluoro-N-hydroxybenzoamidine ClC1=CC=C(OC2=C(C=C(C(=N)NO)C=C2)F)C=C1